C(C)OC(CCCCC(CCCl)O)=O 8-chloro-6-hydroxyoctanoic acid ethyl ester